4-(4-(3-aminopyrrolidin-1-yl)-8-fluoro-2-(((2R,7aS)-2-fluorotetrahydro-1H-pyrrolizin-7a(5H)-yl)methoxy)quinazolin-7-yl)-5-ethynyl-6-fluoronaphthalen-2-ol NC1CN(CC1)C1=NC(=NC2=C(C(=CC=C12)C1=CC(=CC2=CC=C(C(=C12)C#C)F)O)F)OC[C@]12CCCN2C[C@@H](C1)F